CN(CCN(C=1C(=CC(=C(C1)OC)NC1=NC=CC(=N1)C=1C=CC=2N(N1)C=CN2)N)C)C N1-(2-(dimethylamino)ethyl)-N4-(4-(imidazo[1,2-b]pyridazine-6-yl)pyrimidin-2-yl)-5-methoxy-N1-methylbenzene-1,2,4-triamine